CCCCC/C=C\\C/C=C\\C/C=C\\CC/C=C/C=C/C(=O)SCCNC(=O)CCNC(=O)[C@@H](C(C)(C)COP(=O)(O)OP(=O)(O)OC[C@@H]1[C@H]([C@H]([C@@H](O1)N2C=NC3=C(N=CN=C32)N)O)OP(=O)(O)O)O The molecule is an unsaturated fatty acyl-CoA that results from the formal condensation of the thiol group of coenzyme A with the carboxy group of (2E,4E,8Z,11Z,14Z)-icosapentaenoic acid. It is a long-chain fatty acyl-CoA and an unsaturated fatty acyl-CoA. It is a conjugate acid of a (2E,4E,8Z,11Z,14Z)-icosapentaenoyl-CoA(4-).